CC1(OB(OC1(C)C)C1=CC=C(C=C1)C1=NOC=N1)C 3-(4-(4,4,5,5-Tetramethyl-1,3,2-dioxaborolan-2-yl)phenyl)-[1,2,4]oxadiazol